5-(8-((1-(4-(4-chloro-1,2-bis(4-hydroxyphenyl)but-1-en-1-yl)phenyl)piperidin-4-yl)methyl)-3,8-diazabicyclo[3.2.1]octan-3-yl)-2-(2,6-dioxopiperidin-3-yl)-6-fluoroisoindoline-1,3-dione ClCCC(=C(C1=CC=C(C=C1)O)C1=CC=C(C=C1)N1CCC(CC1)CN1C2CN(CC1CC2)C=2C=C1C(N(C(C1=CC2F)=O)C2C(NC(CC2)=O)=O)=O)C2=CC=C(C=C2)O